N4-Isopropyl-5-(2-isopropyl-4,5-dimethoxy-benzyl)-N2-methyl-pyrimidine-2,4-diamine C(C)(C)NC1=NC(=NC=C1CC1=C(C=C(C(=C1)OC)OC)C(C)C)NC